C(C)(C)(C)C1(CCCCC1)C(C)(C)C 1,1-di-tert-butylcyclohexane